6-hydroxy-4-methylheptyl butyloxymethyl ether C(CCC)OCOCCCC(CC(C)O)C